C(C)(C)(C)OC(=O)N1CCN(CC1)CCCOC=1C=C2C(=CC=NC2=CC1)C(=O)O 6-(3-(4-tert-Butoxycarbonylpiperazin-1-yl)propoxy)quinoline-4-carboxylic acid